6-chlorotetrahydronaphthyridine ClC=1C=C2CCCNC2=NC1